N-succinimidyl[(tert-butoxycarbonyl)aminooxy]acetate C1(CCC(N1N(OCC(=O)[O-])C(=O)OC(C)(C)C)=O)=O